N-((5-((4-(3-((2-((1S)-1-((tetrahydro-2H-pyran-2-yl)oxy)ethyl)-1H-imidazol-1-yl)methyl)isoxazol-5-yl)phenyl)ethynyl)pyridin-2-yl)methyl)tetrahydrofuran-3-amine O1C(CCCC1)O[C@@H](C)C=1N(C=CN1)CC1=NOC(=C1)C1=CC=C(C=C1)C#CC=1C=CC(=NC1)CNC1COCC1